O1C(=CC=C1)C=CC(C)C1=NC=CC=C1 2-(4-(Furan-2-yl)but-3-en-2-yl)pyridine